C(C)OC(C(C)(C)OC1=C(C=C(C=C1C)CN1N=CN(C1=O)C1=CC=C(C=C1)F)C)=O 2-(4-((4-(4-fluorophenyl)-5-oxo-4,5-dihydro-1H-1,2,4-triazol-1-yl)methyl)-2,6-Dimethylphenoxy)-2-methylpropanoic acid ethyl ester